[Fe].COC=1NC2=C(N1)C=CC=C2 Methoxybenzimidazole iron